C(CCO)O 1,3-propaandiol